2,3-dimethylcyclohexyl methyl ketone CC(=O)C1C(C(CCC1)C)C